1-(7-fluoro-1-methyl-6-(piperazin-1-yl)-1H-indazol-3-yl)dihydropyrimidine-2,4(1H,3H)-dione FC=1C(=CC=C2C(=NN(C12)C)N1C(NC(CC1)=O)=O)N1CCNCC1